N-(2-chloro-2'-fluoro-[1,1'-biphenyl]-4-yl)-3-(1H-pyrazol-5-yl)-7-oxabicyclo[2.2.1]hept-2-ene-2-carboxamide ClC1=C(C=CC(=C1)NC(=O)C=1C2CCC(C1C1=CC=NN1)O2)C2=C(C=CC=C2)F